1-palmitoyl-2-myristoyl-sn-glycero-3-phospho-choline C(CCCCCCCCCCCCCCC)(=O)OC[C@@H](OC(CCCCCCCCCCCCC)=O)COP(=O)([O-])OCC[N+](C)(C)C